CC1=C(C=NC2=CC=CC=C12)C(=O)OCC ethyl 4-methyl-quinoline-3-carboxylate